N'-((1,2,3,5,6,7-hexahydro-s-indacen-4-yl)carbamoyl)-6-isopropylpyridine-3-sulfonimidamide C1CCC2=C(C=3CCCC3C=C12)NC(=O)N=S(=O)(N)C=1C=NC(=CC1)C(C)C